(1S,3aS,6aR)-N-((R)-1-cyano-2-((S)-2-oxopiperidin-3-yl)ethyl)-2-(9-hydroxy-9H-fluorene-9-carbonyl)octahydrocyclopenta[c]pyrrole-1-carboxamide C(#N)[C@@H](C[C@H]1C(NCCC1)=O)NC(=O)[C@H]1N(C[C@@H]2[C@H]1CCC2)C(=O)C2(C1=CC=CC=C1C=1C=CC=CC21)O